ClC1=CC=CC(=N1)C1(CC1)NC(C[C@](C)(O)C1=C(C=C(C=C1)F)F)=O (S)-N-(1-(6-chloropyridin-2-yl)cyclopropyl)-3-(2,4-difluorophenyl)-3-hydroxybutanamide